ClC=1C(=NC(=NC1)NC1=C(C=C(C(=C1)Cl)N1CCC(CC1)N1CCN(CC1)C)OC(C)C)C1=CN(C2=CC=CC=C12)S(=O)(=O)CC 5-chloro-N-(5-chloro-2-isopropoxy-4-(4-(4-methylpiperazin-1-yl)piperidin-1-yl)phenyl)-4-(1-(ethylsulphonyl)-1H-indol-3-yl)pyrimidin-2-amine